N-(2-((3-(2-(6-((2-(2,6-dioxopiperidin-3-yl)-1,3-dioxoisoindolin-4-yl)amino)hexanamido)ethyl)pyrrolidin-1-yl)methyl)-1H-benzo[d]imidazol-5-yl)-1-methyl-1H-indazole-5-carboxamide O=C1NC(CCC1N1C(C2=CC=CC(=C2C1=O)NCCCCCC(=O)NCCC1CN(CC1)CC1=NC2=C(N1)C=CC(=C2)NC(=O)C=2C=C1C=NN(C1=CC2)C)=O)=O